ClC1=CC=C(C=N1)CN1C(=NCC1)N[N+](=O)[O-] 1-[(6-chloro-3-pyridyl)methyl]-4,5-dihydro-N-nitro-1H-imidazol-2-amine